4'-(9H-carbazol-9-yl)-[1,1'-biphenyl] C1=CC=CC=2C3=CC=CC=C3N(C12)C1=CC=C(C=C1)C1=CC=CC=C1